6-butyl-3-[4-(2,3-difluorobenzoyl)piperazine-1-carbonyl]-5-(2,6-dimethoxyphenyl)pyridine-2,4-diol C(CCC)C1=C(C(=C(C(=N1)O)C(=O)N1CCN(CC1)C(C1=C(C(=CC=C1)F)F)=O)O)C1=C(C=CC=C1OC)OC